FC1([C@@H]([C@H](CCC1)OC=1C=C2CN(C(C2=CC1)=O)C1C(NC(CC1)=O)=O)N1CC(C1)C1CCN(CC1)C(=O)C1(CCC1)C)F 3-(5-(((1S,2R)-3,3-difluoro-2-(3-(1-(1-methylcyclobutane-1-carbonyl)piperidin-4-yl)azetidin-1-yl)cyclohexyl)oxy)-1-oxoisoindolin-2-yl)piperidine-2,6-dione